BrC1=C(CSC=2N(C(=NN2)CC2=CC=CC=3C4=CC=CC=C4NC23)C2=CC=CC=C2)C=CC=C1 ((5-((2-bromobenzyl)thio)-4-phenyl-4H-1,2,4-triazol-3-yl)methyl)-9H-carbazole